1-[[4-(dimethylamino)phenyl]methyl]-5-[3-(2-methylpropoxy)phenyl]-1H-pyrazole-3-carboxylic acid methyl ester COC(=O)C1=NN(C(=C1)C1=CC(=CC=C1)OCC(C)C)CC1=CC=C(C=C1)N(C)C